ethyl 5'-(4-fluorophenyl)-3'-isopropyl-1-((2-(trimethylsilyl) ethoxy) methyl)-1H,3'H-[2,4'-biimidazole]-4-carboxylate FC1=CC=C(C=C1)C1=C(N(C=N1)C(C)C)C=1N(C=C(N1)C(=O)OCC)COCC[Si](C)(C)C